CC1=C(C=CC(=C1)C)C1=NC(=NC(=N1)C1=C(C=C(C=C1)C)C)C1=C(C=C(C=C1)CCCCCC(C)C)O 2,4-bis(2,4-dimethylphenyl)-6-(2-hydroxy-4-isooctylphenyl)-1,3,5-triazine